1-(6-methylimidazo[1,5-a]pyridin-3-yl)propan-2-amine CC=1C=CC=2N(C1)C(=NC2)CC(C)N